1-((6-((2S,5R)-4-(bis(4-chlorophenyl)methyl)-2,5-dimethylpiperazin-1-yl)-2-hydrazineyl-9H-purin-9-yl)methyl)cyclopentan-1-ol ClC1=CC=C(C=C1)C(N1C[C@@H](N(C[C@H]1C)C1=C2N=CN(C2=NC(=N1)NN)CC1(CCCC1)O)C)C1=CC=C(C=C1)Cl